sulfuric acid lithium salt [Li+].S([O-])([O-])(=O)=O.[Li+]